BrC1=CC2=C(C=N1)C=C(N2)C(OCC)OCC 6-bromo-2-(diethoxymethyl)-1H-pyrrolo[3,2-c]pyridine